C1C(CC12CCC2)NC(=O)NCC2=CC(=CC=C2)COC(F)(F)F 1-Spiro[3.3]hept-2-yl-3-(3-trifluoromethoxymethyl-benzyl)-urea